2-amino-2-methyl-1,3-propanediol isostearate C(CCCCCCCCCCCCCCC(C)C)(=O)OCC(CO)(C)N